CN(C1=NC(=C2N=C(N(C2=N1)CCC)C=O)N(C)C)C 2,6-bis(dimethylamino)-9-n-propyl-9H-purine-8-carbaldehyde